Cl.Cl.C1(=CC=CC=C1)\C=C(/CC)\[C@H]1[C@@H](C1)NC1CC2(C1)CCN(CC2)CCS(=O)(=O)N 2-(2-(((1R,2S)-2-((E)-1-phenylbut-1-en-2-yl)cyclopropyl)amino)-7-azaspiro[3.5]nonan-7-yl)ethanesulfonamide dihydrochloride